O=C1NN=CC2=C1C=NC=C2 4-oxo-3,4-dihydropyrido[3,4-d]pyridazin